OC1=CC=C2[C@H]([C@H](COC2=C1)C1=CC=CC=C1)C1=CC=C(C=C1)N1CCN(CC1)CC1=CC=C(N=N1)N1C(NC(CC1)=O)=O 1-(6-((4-(4-((3S,4R)-7-hydroxy-3-phenylchroman-4-yl)phenyl)piperazin-1-yl)methyl)pyridazin-3-yl)dihydropyrimidine-2,4(1H,3H)-dione